[18F][C@@H](CO)[C@@H](O)[C@H](O)[C@H](O)CO 2-Deoxy-2-[18F]-Fluoro-D-Sorbitol